C(C1=CC=CC=C1)OC(=O)N(C(C(=O)OC)CCCC1=CC=CC=C1)CCNC(=O)OC(C)(C)C methyl 2-[benzyloxycarbonyl-[2-(tert-butoxycarbonylamino)ethyl]amino]-5-phenyl-pentanoate